(S)-7-(4-(2-(((R)-1,4-dioxane-2-yl)methoxy)-5-fluorophenyl)piperidin-1-yl)-5-oxa-2-azaspiro[3.4]Octane O1[C@H](COCC1)COC1=C(C=C(C=C1)F)C1CCN(CC1)[C@@H]1COC2(CNC2)C1